N1CCC(CC1)CCC1CCNCC1 1,2-bis(4-piperidinyl)ethane